C1(CC1)C1=CC(=NN1)NC1=NC(=NC=C1)NC1CCC2(CN(C2)C)CC1 N4-(5-cyclopropyl-1H-pyrazol-3-yl)-N2-(2-methyl-2-azaspiro[3.5]nonan-7-yl)pyrimidine-2,4-diamine